C[C@@H]1O[C@@H]1C (2S,3R)-2,3-dimethyloxirane